tert-butyl 4-[8-({8-fluoro-2-methylimidazo[1,2-a]pyridin-6-yl}carbamoyl)-2-methylquinolin-5-yl]piperazine-1-carboxylate FC=1C=2N(C=C(C1)NC(=O)C=1C=CC(=C3C=CC(=NC13)C)N1CCN(CC1)C(=O)OC(C)(C)C)C=C(N2)C